NC1=C(C=C(C(=O)OC)C=C1)NCC1=CC=CC=C1 Methyl 4-amino-3-(benzylamino)benzoate